FC=1C=C(C=C(C1)F)N1C(=C(C=C1C)C(CN1CCCCC1)=O)C 1-(1-(3,5-Difluorophenyl)-2,5-dimethyl-1H-pyrrol-3-yl)-2-(piperidin-1-yl)ethanone